zinc stannate [O-][Sn](=O)[O-].[Zn+2]